C(C)(C)(C)OC(=O)N1N(C=C(C1)C)C1=NC=CC=C1F rel-(S)-2-(3-fluoropyridin-2-yl)-4-methylpyrazoline-1-carboxylic acid tert-butyl ester